ClC1=CC2=C(N(C(C(N2C)=O)=O)C2CCN(CC2)S(=O)(=O)C2=CC=C(C=C2)Cl)N=C1 7-chloro-4-(1-((4-chlorophenyl)sulfonyl)piperidin-4-yl)-1-methyl-1,4-dihydropyrido[2,3-b]pyrazine-2,3-dione